Copper-titanium dioxide [O-2].[O-2].[Ti+4].[Cu+2]